2-(2-chloro-5-methoxy-N-methylbenzamido)-5-oxo-5H-thieno[3,2-b]pyran-6-carboxylic acid ClC1=C(C(=O)N(C)C2=CC=3OC(C(=CC3S2)C(=O)O)=O)C=C(C=C1)OC